1-methyl-7-((4-(1-(1-(pyridin-2-yl)ethyl)-1H-benzo[d]imidazol-2-yl)piperidin-1-yl)methyl)-3-(o-tolyl)-1H-indazole CN1N=C(C2=CC=CC(=C12)CN1CCC(CC1)C1=NC2=C(N1C(C)C1=NC=CC=C1)C=CC=C2)C2=C(C=CC=C2)C